2-(5-chloro-4-methylsulfanyl-6-oxo-pyridazin-1-yl)propanoic acid ClC1=C(C=NN(C1=O)C(C(=O)O)C)SC